FC(S(=O)(=O)OC1=CC(=C(C=C1)C1CN(CC1)C(=O)C1=NC=C(C=C1)F)C=O)(F)F 4-(1-(5-fluoropyridyl formyl) pyrrolidin-3-yl)-3-formylphenyl trifluoromethanesulfonate